ClC1=C(C=CC(=C1)Cl)[C@@H](C)NC1=CC(=NC=2N1N=CN2)N2CC(C2)N2CCN(CC2)C(C)C (R)-N-(1-(2,4-dichlorophenyl)ethyl)-5-(3-(4-isopropylpiperazin-1-yl)azetidin-1-yl)-[1,2,4]triazolo[1,5-a]pyrimidin-7-amine